{1-[(3,3-difluorocyclobutyl)methyl]-1H-pyrazol-4-yl}-7-[(7-fluoro-2-methyl-1H-1,3-benzodiazol-6-yl)oxy]-8-(furan-3-yl)quinoxaline FC1(CC(C1)CN1N=CC(=C1)C1=NC2=C(C(=CC=C2N=C1)OC=1C=CC2=C(NC(=N2)C)C1F)C1=COC=C1)F